[2H]C(C(F)F)([2H])C=1C(=NC(=NC1OC)N)OC (1,1-dideutero-2,2-difluoro-ethyl)-4,6-dimethoxy-pyrimidin-2-amine